5-bromo-1-methyl-3-(trifluoromethyl)-1H-indole BrC=1C=C2C(=CN(C2=CC1)C)C(F)(F)F